5-(((1S,2R,3R,4R,5S)-2,3-diacetoxy-4-((6-(trifluoromethyl)pyrazin-2-yl)amino)-6,8-dioxabicyclo[3.2.1]octan-1-yl)methoxy)pentanoic acid C(C)(=O)O[C@H]1[C@@]2(CO[C@H]([C@@H]([C@H]1OC(C)=O)NC1=NC(=CN=C1)C(F)(F)F)O2)COCCCCC(=O)O